L-Lysin Hydrobromid Br.N[C@@H](CCCCN)C(=O)O